1-(4-(1H-1,2,3-triazol-1-yl)benzyl)-4-(ethoxymethyl)-4-phenethyl-piperidine HCl Cl.N1(N=NC=C1)C1=CC=C(CN2CCC(CC2)(CCC2=CC=CC=C2)COCC)C=C1